ClC1=CC(=C(C(=C1)F)N1CCC(CC1)(O)COC=1C=C(C=CC1)CC(=O)N)F (3-((1-(4-chloro-2,6-difluorophenyl)-4-hydroxypiperidin-4-yl)methoxy)phenyl)acetamide